2-Acetyl-N-methylpyrrole C(C)(=O)C=1N(C=CC1)C